O1C(CCCC1)N1N=CC=C1C1=C(C2=CC3=CC4=CC=CC=C4C=C3C=C2C=C1)C#N 2-[2-(3,4,5,6-tetrahydro-2H-pyran-2-yl)pyrazol-3-yl]-1-naphthacenecarbonitrile